FC(C(C=1C=C2N=CC=NC2=CC1)N1C[C@@H](N(C[C@H]1C)C=1C=2C(N(C(C1)=O)C)=CN(N2)C2OCCCC2)C)F 7-((2S,5R)-4-(2,2-difluoro-1-(quinoxalin-6-yl)ethyl)-2,5-dimethylpiperazin-1-yl)-4-methyl-2-(tetrahydro-2H-pyran-2-yl)-2,4-dihydro-5H-pyrazolo[4,3-b]pyridin-5-one